Cl.N[C@@H](CN1C(N(C(=C(C1=O)C1=C(C(=CC=C1)OC)F)C)CC1=C(C=CC=C1C(F)(F)F)F)=O)C1=CC=CC=C1 3-[(2R)-2-amino-2-phenylethyl]-5-(2-fluoro-3-methoxyphenyl)-1-[[2-fluoro-6-(trifluoromethyl)phenyl]methyl]-6-methyl-2,4(1H,3H)-pyrimidinedione hydrochloride